Rel-2-[(2R,5S)-2-[4-[(4aR,8aS)-7-methyl-1,3,4,4a,5,6,8,8a-Octahydro-2,7-Naphthyridin-2-Yl]phenyl]-5-methyl-1-piperidyl]-N-(6-amino-5-ethyl-3-pyridyl)-2-oxo-acetamide CN1CC[C@@H]2CCN(C[C@@H]2C1)C1=CC=C(C=C1)[C@@H]1N(C[C@H](CC1)C)C(C(=O)NC=1C=NC(=C(C1)CC)N)=O |o1:4,9,17,20|